N'-(chroman-5-ylmethyl)-N'-(2-pyridylmethyl)oxamide O1CCCC2=C(C=CC=C12)CN(C(C(N)=O)=O)CC1=NC=CC=C1